CC1(NC(CC(C1)N(C(=O)C(=O)N)N)(C)C)C N-(2,2,6,6-tetramethyl-4-piperidinyl)-N-amino-oxamide